1,3,5-tris(cumylperoxyisopropyl)benzene C(C)(C)(C1=CC=CC=C1)OOC(C)(C)C1=CC(=CC(=C1)C(C)(C)OOC(C)(C)C1=CC=CC=C1)C(C)(C)OOC(C)(C)C1=CC=CC=C1